N(=[N+]=[N-])[C@H]1[C@H](N(CC1)C1=NC(=CC(=C1C#N)C(F)(F)F)C)C(=O)N(CC#C)C=1C=C(C=CC1)C (2S,3R)-3-azido-1-[3-cyano-6-methyl-4-(trifluoromethyl)-2-pyridyl]-N-(m-tolyl)-N-prop-2-ynyl-pyrrolidine-2-carboxamide